1-Benzyl 7-ethyl (S)-2-(((benzyloxy)carbonyl)amino)-5-oxoheptanedioate C(C1=CC=CC=C1)OC(=O)N[C@H](C(=O)OCC1=CC=CC=C1)CCC(CC(=O)OCC)=O